4-bromo-2,2-dimethyl-1,3-benzodioxole BrC1=CC=CC=2OC(OC21)(C)C